ClC=1C=C2C=C(NC2=CC1)CNC(N(C)[C@H]1CN(CCC1)C(=O)C1=CC=CC=2CCOC21)=O (R)-3-((5-chloro-1H-indol-2-yl)methyl)-1-(1-(2,3-dihydrobenzofuran-7-carbonyl)piperidin-3-yl)-1-methylurea